C=C(CCN1CCCC2CCC3C(=C12)C=CCN3CCC(C(C=C)=C)=C)C(C=C)=C N,N'-bis(3,4-dimethylenehex-5-en-1-yl)octahydropyridoquinoline